F[Mo](F)(=O)=O difluoromolybdenum dioxide